di-tert-butyl (2-(4-((tert-butyldimethylsilyl)oxy)-2-methylbutan-2-yl)-3,5-dimethylphenyl) phosphate P(=O)(OC(C)(C)C)(OC(C)(C)C)OC1=C(C(=CC(=C1)C)C)C(C)(CCO[Si](C)(C)C(C)(C)C)C